2,5,7,10,13-pentaoxapentadecan-15-yl methanesulfonate CS(=O)(=O)OCCOCCOCCOCOCCOC